5-[5-[(1R)-1-(3,5-dichloro-2-methyl-4-pyridyl)ethoxy]-1H-indazol-3-yl]-2-(6,6-dioxo-6λ6-thia-2-azaspiro[3.5]nonan-2-yl)pyridine-3-carbonitrile ClC=1C(=NC=C(C1[C@@H](C)OC=1C=C2C(=NNC2=CC1)C=1C=C(C(=NC1)N1CC2(C1)CS(CCC2)(=O)=O)C#N)Cl)C